C(=O)C1=C(C=C(C=C1)C(F)(F)F)N1CCC(CC1)N(C(CC)=O)C1=CC=CC=C1 N-(1-(2-formyl-5-(trifluoromethyl)phenyl)piperidin-4-yl)-N-phenylpropionamide